2-(methacryloyloxyethyl)ethyl-phosphorylcholine C(C(=C)C)(=O)OCCCCP(=O)=C(O)C[N+](C)(C)C